zirconium(IV) fluoride [F-].[Zr+4].[F-].[F-].[F-]